CN1CCC(CC1)C1=CC=C(C=C1)NC1=CC(=NN1)C1=CC=C(S1)C#N 5-(5-(4-(N-methylpiperidin-4-yl)phenylamino)-1H-pyrazol-3-yl)thiophene-2-carbonitrile